N1=NC=C2C1=NC=C(C2)C#N pyrazolo[3,4-b]pyridine-5-carbonitrile